2-isopropyl-2-isoamyl-1,3-propanediol C(C)(C)C(CO)(CO)CCC(C)C